ClC=1C=C(C=CC1OCC1CC1)NC(C#C[Si](C(C)C)(C(C)C)C(C)C)=O (3-chloro-4-(cyclopropyl-methoxy)phenyl)-3-(triisopropylsilyl)propiolamide